1-(4-(5-(chlorodifluoromethyl)-1,2,4-oxadiazol-3-yl)phenyl)-2-(4-(trifluoromethoxy)phenoxy)ethan-1-one ClC(C1=NC(=NO1)C1=CC=C(C=C1)C(COC1=CC=C(C=C1)OC(F)(F)F)=O)(F)F